hydroxy-[1,1'-biphenyl]-4-carbonitrile OC1=C(C=CC(=C1)C#N)C1=CC=CC=C1